CN(CCC1(C(C=C(C=C1)NC=1N=C(C2=C(N1)NC=C2)C2=CNC1=CC=C(C=C21)C)N(C)C)NC)C 1-(2-(dimethylamino)ethyl)-N1,N2,N2-trimethyl-N4-(4-(5-methyl-1H-indol-3-yl)-7H-pyrrolo[2,3-d]pyrimidin-2-yl)benzene-1,2,4-triamine